NCCN(CCN1C(N(CC1)CCN(CCNCC#N)CCNCC#N)=O)CC#N 2,2'-((((2-(3-(2-((2-aminoethyl)(cyanomethyl)amino)ethyl)-2-oxoimidazolidin-1-yl)ethyl)azanediyl)bis(ethane-2,1-diyl))bis(azanediyl))diacetonitrile